p-ethylphenylethyl-trimethoxysilane [(3aS,4R,6aR)-2,3,3a,4,5,6a-hexahydrofuro[2,3-b]furan-4-yl]4-(3-bromopyrazolo[1,5-a]pyrimidin-5-yl)piperazine-1-carboxylate O1CC[C@@H]2[C@H]1OC[C@@H]2OC(=O)N2CCN(CC2)C2=NC=1N(C=C2)N=CC1Br.C(C)C1=CC=C(C=C1)CC[Si](OC)(OC)OC